C1(CC1)C1=NC(=NO1)C1CNCCO1 2-(5-cyclopropyl-1,2,4-oxadiazol-3-yl)-morpholine